CC1=NC(=C(C(=O)O)C=C1C1(CC1)C#N)Cl methyl-2-chloro-5-(1-cyanocyclopropyl)nicotinic acid